FC1=C(OC2CCN(CC2)C2=C(C=C(C(=O)N(C)C)C=C2)[N+](=O)[O-])C=CC(=C1)F 4-(4-(2,4-difluorophenoxy)piperidin-1-yl)-N,N-dimethyl-3-nitrobenzamide